ClC=1C=C(C=CC1N(C)C)C=1C=C(C(N(N1)C1=CC(=CC=C1)F)=O)C(=O)OC methyl 6-[3-chloro-4-(dimethylamino) phenyl]-2-(3-fluorophenyl)-3-oxo-2,3-dihydropyridazine-4-carboxylate